Tert-butyl ((10S,13S,16S,19S)-19-(methoxy(methyl)carbamoyl)-2,2,13,16-tetramethyl-4,11,14,17-tetraoxo-10-palmitamido-3-oxa-5,12,15,18-tetraazatricosan-23-yl)carbamate CON(C(=O)[C@@H](NC([C@@H](NC([C@@H](NC([C@H](CCCCNC(OC(C)(C)C)=O)NC(CCCCCCCCCCCCCCC)=O)=O)C)=O)C)=O)CCCCNC(OC(C)(C)C)=O)C